ClC1=C(C=CC=C1C(F)(F)F)C(=O)N1C(C2=C(CC1)N(N=N2)C2=NC=CC(=C2)C)C 2-chloro-3-(trifluoromethyl)phenyl(4-methyl-1-(4-methylpyridin-2-yl)-6,7-dihydro-1H-[1,2,3]triazolo[4,5-c]pyridin-5(4H)-yl)methanone